6-hydroxy-6-methyl-6,7-dihydro-5H-pyrazolo[5,1-b][1,3]oxazine OC1(CN2C(OC1)=CC=N2)C